C(C)NC(NC=1SC(=CN1)CC1CCN(CC1)C=1C=CC(=NC1C)C(=O)NC)=O 5-(4-((2-(3-ethylureido)thiazol-5-yl)methyl)piperidin-1-yl)-N,6-dimethylpicolinamide